sodium 3,5-dicarboxybenzensulfonic acid salt C(=O)([O-])C=1C=C(C=C(C1)C(=O)[O-])S(=O)(=O)[O-].[Na+].[Na+].[Na+]